N1CCC(CC1)OC1=C2C(=NC=C1)NC=C2C=2C=NC=NC2 4-(4-piperidyloxy)-3-pyrimidin-5-yl-1H-pyrrolo[2,3-b]pyridine